N-(cyanomethyl)-3-fluoro-4-(2-((1-methyl-1H-pyrazol-4-yl)amino)pyrimidin-4-yl)benzamide C(#N)CNC(C1=CC(=C(C=C1)C1=NC(=NC=C1)NC=1C=NN(C1)C)F)=O